FC1=C(OC=2C=NC=3CCN(CC3C2)C=2C(=C(C=3N(N2)C(=NN3)C(F)(F)F)C)C)C=C(C=C1)F 3-(2,5-difluorophenoxy)-6-(7,8-dimethyl-3-(trifluoromethyl)-[1,2,4]triazolo[4,3-b]pyridazin-6-yl)-5,6,7,8-tetrahydro-1,6-naphthyridine